2-{3-[3-(tert-butylamino)pyrrolidin-1-yl]-1,2,4-triazin-6-yl}-5-(2-methyl-2H-1,2,3-triazol-4-yl)phenol dihydrochloride Cl.Cl.C(C)(C)(C)NC1CN(CC1)C=1N=NC(=CN1)C1=C(C=C(C=C1)C1=NN(N=C1)C)O